5-(4-fluoro-1-isopropyl-2-methyl-1H-benzo[d]imidazol-6-yl)-N-(oxetan-3-yl)pyrrolo[2,1-f][1,2,4]triazin-2-amine FC1=CC(=CC=2N(C(=NC21)C)C(C)C)C=2C=CN1N=C(N=CC12)NC1COC1